C(=CCCCCCCCCCCCCCCCC)C(CCCCCCCC(=O)O)C(=O)O.C(CCCCCCCCC(=O)O)(=O)OCCCCCCCC\C=C/CCCCCCCC Monooleyl Sebacate (Mono-9-Octadecenyl Sebacate)